6-methoxy-N-(4-methylphenyl)-2-(2-pyridyl)-5-(trifluoromethyl)-4-pyrimidinamine COC1=C(C(=NC(=N1)C1=NC=CC=C1)NC1=CC=C(C=C1)C)C(F)(F)F